C(C=C)OC1=CC=C(C(=O)O)C=C1 para-allyloxybenzoic acid